CC(C)C(C(=O)O)CCCCCCCCCCCC.C(CCCCCCCCCCCCC)(=O)OC(C)C isopropyl myristate (propane-2-yl myristate)